N[C@@H](C(=O)N1CC2=NN(C=C2C1)S(=O)(=O)C=1C=CC2=C(NCCO2)C1)C1=CC=CC=C1 (2R)-2-amino-1-[2-(3,4-dihydro-2H-1,4-benzoxazine-6-sulfonyl)-2H,4H,5H,6H-pyrrolo[3,4-c]pyrazol-5-yl]-2-phenylethan-1-one